[Zn+2].C1(=CC=C(C=C1)C(=O)[O-])C.C1(=CC=C(C=C1)C(=O)[O-])C p-toluic acid Zinc Salt